CC(CCCCCCCCCCC([SiH3])(C)C)([SiH3])C 1,1,12,12-tetramethyl-1,12-disilyldodecane